C(CC)N1C2=CC=C(C=C2S(C=2C=C(C=CC12)C(C1=CC=CC=C1)(C)C)(=O)=O)C(C1=CC=CC=C1)(C)C 10-n-propyl-3,7-bis(α,α-dimethylbenzyl)-10H-phenothiazine-5,5-dioxide